5-[(Z)-1-(4-fluorophenyl)-2-hydroxy-3-methyl-but-1-enyl]-1-tetrahydropyran-2-yl-indazole-6-carboxylic acid FC1=CC=C(C=C1)/C(=C(\C(C)C)/O)/C=1C=C2C=NN(C2=CC1C(=O)O)C1OCCCC1